FC(C=1C=C(C(=NC1)C)C1=C2CCN(C(C2=CC(=C1)CCN1[C@@H]([C@@H](C1)O)C)=O)[C@@H](C)C1=NC=C(C#N)C(=C1)OCC)F 6-((S)-1-(5-(5-(difluoromethyl)-2-methylpyridin-3-yl)-7-(2-((2R,3R)-3-hydroxy-2-methylazetidin-1-yl)ethyl)-1-oxo-3,4-dihydroisoquinolin-2(1H)-yl)ethyl)-4-ethoxynicotinonitrile